(3-fluoro-4-hydroxyphenyl)-7-(piperazin-1-yl)-4H-pyrido[1,2-a]pyrimidin-4-one FC=1C=C(C=CC1O)C=1N=C2N(C(C1)=O)C=C(C=C2)N2CCNCC2